2'-(2-acryloyl-2,6-diazaspiro[3.4]octan-6-yl)-4'-(5-methyl-1H-indazol-4-yl)-5',8'-dihydrospiro[cyclobutane-1,7'-pyrano[4,3-b]pyridine]-3'-carbonitrile C(C=C)(=O)N1CC2(C1)CN(CC2)C2=C(C(=C1C(=N2)CC2(OC1)CCC2)C2=C1C=NNC1=CC=C2C)C#N